C(C)(C)(C)OC(=O)N1CCC2(CC1)CCC=1C2=NC=2N(C1NCC1=CC=C(C(=O)O)C=C1)N=CC2Cl 4-(((1'-(tert-butoxycarbonyl)-3-chloro-6,7-dihydrospiro[cyclopenta[d]pyrazolo[1,5-a]pyrimidine-5,4'-piperidine]-8-yl)amino)methyl)benzoic acid